C(C=C)(=O)NC1=C(C(=CC=C1)CN(C)C)B(O)O acrylamido-6-dimethylaminomethylphenylboronic acid